C(C)(C)(C)OC(=O)NCCCCCCCC(OS(=O)(=O)C)C1=CC=CC(=N1)C(=O)OC methyl 6-(8-((tert-butoxycarbonyl)amino)-1-((methylsulfonyl)oxy)octyl)picolinate